N-(1-(5-methoxypyridin-2-yl)ethyl)cyclopropanamine COC=1C=CC(=NC1)C(C)NC1CC1